NC1=NC(=C(C(=N1)CCC(=O)O)CC1=C(C=CC(=C1)CC#N)OC)O 3-(2-amino-5-(5-(cyanomethyl)-2-methoxybenzyl)-6-hydroxypyrimidin-4-yl)propanoic acid